1-(9H-fluoren-9-yl-methoxycarbonyl-amino)cyclohexan-1-carboxylic acid C1=CC=CC=2C3=CC=CC=C3C(C12)N(C1(CCCCC1)C(=O)O)C(=O)OC